C(C1=CC=CC=C1)OCC1=NN(C(N1CC)=O)C=1C=C2C(=CC(=NC2=CC1F)Cl)C(C)C 3-((benzyloxy)methyl)-1-(2-chloro-7-fluoro-4-isopropylquinolin-6-yl)-4-ethyl-1H-1,2,4-triazole-5(4H)-one